COC=1C(=CSC1)C(=O)NN 4-Methoxythiophene-3-carboxylic acid hydrazide